C(C)C1(C(NC(C(C1C1=C(C=CC=C1)Cl)(C(=O)O)C)C)COCCN1N=NC(=C1)C1=CC=C(C=C1)C(F)(F)F)C(=O)O 3-ethyl-5-methyl-4-(2-chlorophenyl)-6-methyl-2-((2-(4-(4-(trifluoromethyl)phenyl)-1H-1,2,3-triazol-1-yl)ethoxy)methyl)-1,4-dihydropyridine-3,5-dicarboxylic acid